2-thiophenyl carbamate C(N)(OC=1SC=CC1)=O